FC1(CN(CC=C1N1CCN(CC1)C1=C(C=C(C=C1)[N+](=O)[O-])F)C(=O)OC(C)(C)C)F tert-butyl 3,3-difluoro-4-(4-(2-fluoro-4-nitrophenyl)piperazin-1-yl)-3,6-dihydropyridine-1(2H)-carboxylate